4-[1-[(3R)-2,6-dioxo-3-piperidyl]-3,4-dihydro-2H-quinolin-5-yl]piperidine-1-carboxylic acid tert-butyl ester C(C)(C)(C)OC(=O)N1CCC(CC1)C1=C2CCCN(C2=CC=C1)[C@H]1C(NC(CC1)=O)=O